C([C@@H](O)CC(=O)O)(=O)O.FC1=CC=C(C=C1)NC(=O)C1(CC1)C(=O)NC1=CC=C(C=C1)OC1=CC=NC2=CC(=C(C=C12)OC)OC cyclopropane-1,1-dicarboxylic acid [4-(6,7-dimethoxy-quinoline-4-yloxy)-phenyl]-amide (4-fluoro-phenyl)-amide, (S)-malate salt